C(=C)C=1C=C2CCC3(CN(CC3)C(=O)OC(C)(C)C)N(C2=NC1C)C(=O)OC(C)(C)C di-tert-butyl 6-ethenyl-7-methyl-3,4-dihydro-1H-spiro[1,8-naphthyridine-2,3'-pyrrolidine]-1,1'-dicarboxylate